CC(C=CC=O)C 4-methylpent-2-enal